3-[(benzyloxy)carbonyl]-1,3-oxazinane-2-carboxylic acid C(C1=CC=CC=C1)OC(=O)N1C(OCCC1)C(=O)O